2-pyridone ethanolamine salt C(O)CN.N1C(C=CC=C1)=O